2,3-dichlorobenzoyl chloride ClC1=C(C(=O)Cl)C=CC=C1Cl